ClC=1C(=C(C(=CC1)OC)C1=CC(=NC=C1C(=O)NC=1SC(=NN1)NCC(F)(F)F)C)F 4-(3-Chloro-2-fluoro-6-methoxyphenyl)-6-methyl-N-(5-((2,2,2-trifluoroethyl)amino)-1,3,4-thiadiazol-2-yl)nicotinamide